3-[(Z)-2-(5-aminopyrazin-2-yl)-2-fluorovinyl]-4-(difluoromethoxy)benzoic acid methyl ester COC(C1=CC(=C(C=C1)OC(F)F)\C=C(/F)\C1=NC=C(N=C1)N)=O